FC1(C=2N(CC(CC1)O)N=C1C2CN([C@H](C1)C)C=O)F ((S)-11,11-difluoro-8-hydroxy-3-methyl-1,3,4,7,8,9,10,11-octahydro-2H-pyrido[4',3':3,4]pyrazolo[1,5-a]azepin-2-yl)methanone